N-Boc-3-(R)-hydroxy-pyrrolidine C(=O)(OC(C)(C)C)N1C[C@@H](CC1)O